3-{2-chloro-6-fluoro-3-[N-(3-fluoropropanesulfonyl)3-fluoropropanesulphonylamino]phenoxy}2-methyl-6-nitrobenzoic acid tert-butyl ester C(C)(C)(C)OC(C1=C(C(=CC=C1[N+](=O)[O-])OC1=C(C(=CC=C1F)N(S(=O)(=O)CCCF)S(=O)(=O)CCCF)Cl)C)=O